4-[[5-(4-methyl-piperazin-1-yl)-2-pyridyl]amino]-2-(2-oxo-1,3-dihydro-pyrrolo[2,3-b]pyridin-5-yl)-6H-1,6-naphthyridin-5-one CN1CCN(CC1)C=1C=CC(=NC1)NC1=CC(=NC=2C=CNC(C12)=O)C=1C=C2C(=NC1)NC(C2)=O